ON(C1=CC=CC=C1)N=O N-hydroxy-N-nitrosoaniline